(3-fluoro-4-nitrophenyl)boronic acid FC=1C=C(C=CC1[N+](=O)[O-])B(O)O